The molecule is a C27 bile acid that is 5beta-cholest-24-en-26-oic acid substituted by hydroxy groups at positions 3alpha and 7beta. It has a role as a metabolite. It is a cholestanoid, a 3alpha-hydroxy steroid, a dihydroxy monocarboxylic acid, a bile acid, a 7beta-hydroxy steroid and an alpha,beta-unsaturated monocarboxylic acid. It derives from a hydride of a 5beta-cholestane. C[C@H](CC/C=C(\\C)/C(=O)O)[C@H]1CC[C@@H]2[C@@]1(CC[C@H]3[C@H]2[C@H](C[C@H]4[C@@]3(CC[C@H](C4)O)C)O)C